(3R)-3-amino-7-(1-tert-butylpyrazol-4-yl)-5-[(4-chlorophenyl)methyl]-8-fluoro-1,1-dioxo-2,3-dihydro-1λ6,5-benzothiazepin-4-one N[C@H]1CS(C2=C(N(C1=O)CC1=CC=C(C=C1)Cl)C=C(C(=C2)F)C=2C=NN(C2)C(C)(C)C)(=O)=O